ClC1=C(C=CC=C1)C1=CC(=C(C=C1)N1C[C@H](CC1)OC1=NC=C(C=C1)C(F)(F)F)C=O (S)-2'-chloro-4-(3-(5-(trifluoromethyl)pyridin-2-yloxy)pyrrolidin-1-yl)biphenyl-3-carbaldehyde